methyl-ethyl-({6-[(3R)-3-methylmorpholin-4-yl]-2-{1H-pyrrolo[2,3-b]-pyridin-4-yl}pyrimidin-4-yl}imino)-λ6-sulfanone CS(=O)(=NC1=NC(=NC(=C1)N1[C@@H](COCC1)C)C1=C2C(=NC=C1)NC=C2)CC